Didecanoyl peroxid C(CCCCCCCCC)(=O)OOC(CCCCCCCCC)=O